undecanoyl-sn-glycero-3-phosphorylcholine C(CCCCCCCCCC)(=O)C(OP(OC[C@@H](CO)O)(=O)O)C[N+](C)(C)C